CC(CCC(C)C)=O iso-heptanone